2-(3-chlorobenzoyl)-3-hydroxyisoindolin-1-one ClC=1C=C(C(=O)N2C(C3=CC=CC=C3C2O)=O)C=CC1